ClC=1N=C(C2=C(N1)C=CO2)NCC2=CC=C(C=C2)OCCOCC 2-chloro-N-(4-(2-ethoxyethoxy)benzyl)furo[3,2-d]pyrimidin-4-amine